carbon mannose O=C[C@@H](O)[C@@H](O)[C@H](O)[C@H](O)CO.[C]